NCCC1=C(N)C=CC(=C1F)Br 2-(aminoethyl)-4-bromo-3-fluoroaniline